cis-2,6-dimethyltetrahydro-4H-pyran-4-one C[C@@H]1O[C@@H](CC(C1)=O)C